1-(methoxymethyl)cyclobutanecarboxylic acid isopropyl ester C(C)(C)OC(=O)C1(CCC1)COC